C(C)(C)(C)N=[V](C1C=CC=C1)(N(C)C)N(C)C tert-butyliminobis(dimethylamino)cyclopentadienyl-vanadium